(±)-Glutamic Acid C(CC(=O)O)C(C(=O)O)N